2-(2-amino-3,6-dichlorophenyl)-2,2-difluoroacetic acid NC1=C(C(=CC=C1Cl)Cl)C(C(=O)O)(F)F